C1(CC1)COC1=CC(=C2C(NC(=NC2=C1)CSC1CCN(CC1)CCO)=O)F 7-(cyclopropylmethoxy)-5-fluoro-2-(((1-(2-hydroxyethyl)piperidin-4-yl)thio)methyl)quinazolin-4(3H)-one